FC(C1=CC=C2C(=CC=NC2=C1)NC1=C(C=C(C(=O)NCCOC)C=C1)OC)F 4-((7-(difluoromethyl)quinolin-4-yl)amino)-3-methoxy-N-(2-methoxyethyl)benzamide